5-(4-(2-(1-Methyl-1H-imidazol-2-yl)ethynyl)phenoxy)-1H-1,2,3-triazole-4-carboxylic acid CN1C(=NC=C1)C#CC1=CC=C(OC2=C(N=NN2)C(=O)O)C=C1